7-bromo-2,1'-binaphthyl BrC1=CC=C2C=CC(=CC2=C1)C1=CC=CC2=CC=CC=C12